3-([1,1'-biphenyl]-4-yloxy)propylacrylic acid C1(=CC=C(C=C1)OCCCC(C(=O)O)=C)C1=CC=CC=C1